BrC=1N(C(OC1C1CC1)C(C)C)C1=NN(C2=C1C(=NC=C2)Cl)C(C)C 4-bromo-3-(4-chloro-1-isopropyl-1H-pyrazolo[4,3-c]Pyridin-3-yl)-5-cyclopropylisopropylOxazole